(2S)-2-Amino-4-methoxybutyric acid N[C@H](C(=O)O)CCOC